C=CCCCCCCC non-anene